tert-butyl N-[(1S)-1-(5-cyano-2-pyridyl)-3-hydroxy-propyl]-N-hydroxy-carbamate C(#N)C=1C=CC(=NC1)[C@H](CCO)N(C(OC(C)(C)C)=O)O